ClC=1C=C2C(=NC1)OC(=N2)C2CC1(CC(C1)N)C2 6-(6-Chlorooxazolo[5,4-b]pyridin-2-yl)spiro[3.3]heptan-2-amine